O1C(=CC=C1)C(=O)OCCCC butyl furancarboxylate